1,3-dimethyl 2-[3-(trifluoromethyl)phenyl]propanedioate FC(C=1C=C(C=CC1)C(C(=O)OC)C(=O)OC)(F)F